copper 4-n-butyl-phenylacetylene tert-butyl-3-(1H-pyrrol-1-yl)-5,6,8,9-tetrahydro-7H-imidazo[1,5-d][1,4]diazepine-7-carboxylate C(C)(C)(C)OC(=O)N1CCN2C(CC1)=CN=C2N2C=CC=C2.C(CCC)C2=CC=C(C=C2)C#C.[Cu]